lithium methylphosphonate boron trifluoride B(F)(F)F.CP([O-])([O-])=O.[Li+].[Li+]